Para-methylphenol CC1=CC=C(C=C1)O